(S)-2-(m-chlorophenylamino)-5,5-dimethylhexanoic acid ClC=1C=C(C=CC1)N[C@H](C(=O)O)CCC(C)(C)C